C(CCCCC)NC([C@H](CN1N=NC(=C1)C1=CC=C(C(=O)N2C[C@H]([C@@H](C2)C(=O)N[C@@H]2[C@H](C2)C2=CC=CC=C2)C(=O)N[C@@H]2[C@H](C2)C2=CC=CC=C2)C=C1)NC(=O)NCCCCCCCC)=O (3S,4S)-1-(4-(1-((S)-3-(hexylamino)-2-(3-octylureido)-3-oxopropyl)-1H-1,2,3-triazol-4-yl)benzoyl)-N3,N4-bis((1S,2R)-2-phenylcyclopropyl)pyrrolidine-3,4-dicarboxamide